C(#N)C1=CC=2N(N=C1)C(=CC2)C2=CC(=C(C=N2)C2=NN=C(S2)N2C[C@H]1CC[C@@H](C2)C1NC(=O)N1CCN(CC1)C)NC(C)C N-((1R,5S,8s)-3-(5-(6-(3-cyanopyrrolo[1,2-b]pyridazin-7-yl)-4-(isopropylamino)pyridin-3-yl)-1,3,4-thiadiazol-2-yl)-3-azabicyclo[3.2.1]oct-8-yl)-4-methylpiperazine-1-carboxamide